1,6-bis(t-butylperoxycarboxyoxy)hexane C(C)(C)(C)OOOC(=O)OCCCCCCOC(=O)OOOC(C)(C)C